N1(CCC1)C1=CN(C=2N=CN=C(C21)N2C[C@H](N(C[C@@H]2C)C(=O)C2=NC=CC=C2)C)C2=CC(=CC=C2)F ((2R,5S)-4-(5-(azetidin-1-yl)-7-(3-fluorophenyl)-7H-pyrrolo[2,3-d]pyrimidin-4-yl)-2,5-dimethylpiperazin-1-yl)(pyridin-2-yl)methanone